COC(=O)[C@@H]1C[C@@H](C1)NC1=C(C=C(C=C1)F)[N+](=O)[O-].COC1=CC=C(C=C1)S(=O)(=O)NC1=CC=C(C=C1)NS(=O)(=O)C1=CC=C(C=C1)C 4-methoxy-N-(4-((4-methylphenyl)sulfonylamino)phenyl)benzenesulfonamide methyl-cis-3-(4-fluoro-2-nitro-anilino)cyclobutanecarboxylate